2-bromo-7-chlorobenzo[d]thiazole BrC=1SC2=C(N1)C=CC=C2Cl